4-(2-(2-chlorophenyl)-4,4-dimethylpyrrolidin-1-yl)benzoic acid ClC1=C(C=CC=C1)C1N(CC(C1)(C)C)C1=CC=C(C(=O)O)C=C1